(S)-3-(1-(3-ethynylphenyl)ethylthio)-4-methyl-4H-1,2,4-triazole C(#C)C=1C=C(C=CC1)[C@H](C)SC1=NN=CN1C